N-[3-chloro-4-[4-[(2S,4S)-4-hydroxypyrrolidine-2-carbonyl]piperazine-1-carbonyl]phenyl]-5-(2,3-difluoro-4-methoxy-phenyl)-1-methyl-imidazole-2-carboxamide trifluoroacetate FC(C(=O)O)(F)F.ClC=1C=C(C=CC1C(=O)N1CCN(CC1)C(=O)[C@H]1NC[C@H](C1)O)NC(=O)C=1N(C(=CN1)C1=C(C(=C(C=C1)OC)F)F)C